FC1=CC(=C(C=C1)C=1C2=C(C(=NC1C1=NN3C(CN(CC3)C(C=C)=O)=N1)C=1C=C3CCNCC3=CC1)C=CS2)OCCOC 1-[2-[7-[4-fluoro-2-(2-methoxyethoxy)phenyl]-4-(1,2,3,4-tetrahydroisoquinolin-6-yl)thieno[3,2-c]pyridin-6-yl]-6,8-dihydro-5H-[1,2,4]triazolo[1,5-a]pyrazin-7-yl]prop-2-en-1-one